NC[C@@H](C1=CC(=CC(=C1)F)Cl)NC(=O)C=1N=CN(C1)C1=NC(=NC=C1C)NC1CCOCC1 (R)-N-(2-amino-1-(3-chloro-5-fluorophenyl)ethyl)-1-(5-methyl-2-((tetrahydro-2H-pyran-4-yl)amino)pyrimidin-4-yl)-1H-imidazole-4-carboxamide